5-bromo-N-methyl-1-(3-(morpholinomethyl)benzyl)-2-oxo-1,2-dihydropyridine-3-carboxamide BrC=1C=C(C(N(C1)CC1=CC(=CC=C1)CN1CCOCC1)=O)C(=O)NC